[1,3]Dioxolane-4-carbaldehyde O1COC(C1)C=O